1-((1-(2-(4-Fluorophenyl)-2-oxoethyl)piperidin-4-yl)methyl)-1-methyl-3-(pyridin-3-ylmethyl)urea FC1=CC=C(C=C1)C(CN1CCC(CC1)CN(C(=O)NCC=1C=NC=CC1)C)=O